tribenzyl-(2-benzyl)pyridinylammonium chloride [Cl-].C(C1=CC=CC=C1)[N+](C=1C(=NC=CC1)CC1=CC=CC=C1)(CC1=CC=CC=C1)CC1=CC=CC=C1